4-(((1-((1H-indol-6-yl)sulfonyl)azetidin-3-yl)methyl)(methyl)amino)phenol N1C=CC2=CC=C(C=C12)S(=O)(=O)N1CC(C1)CN(C1=CC=C(C=C1)O)C